N[C@@H](CC1=CNC=N1)C(=O)[O-].C(CCC)[N+](CCCC)(CCCC)CCCC Tetrabutylammonium histidinate